N1(CCCCCC1)C=1C=CC(=C(N)C1)S(=O)(=O)CC 5-(1-azepanyl)-2-(ethylsulfonyl)aniline